N-(2-(4-((7-azaspiro[3.5]non-2-yl)oxy)phenyl)-6-(2-hydroxypropan-2-yl)-2H-indazol-5-yl)-6-(trifluoromethyl)picolinamide C1C(CC12CCNCC2)OC2=CC=C(C=C2)N2N=C1C=C(C(=CC1=C2)NC(C2=NC(=CC=C2)C(F)(F)F)=O)C(C)(C)O